S1N(NC=C1)N thiadiazole-2-amine